cis-erucyl alcohol C(CCCCCCCCCCC\C=C/CCCCCCCC)O